N-(2'-chloro-3-fluoro-[2,4'-bipyridine]-3'-yl)-2-isopropylpyrimidine-5-carboxamide ClC1=NC=CC(=C1NC(=O)C=1C=NC(=NC1)C(C)C)C1=NC=CC=C1F